[U].[W] tungsten-uranium